N-{4-[(2,2-difluorocyclopentyl)oxy]-3-hydroxyphenyl}-2-(pyrrolidin-1-yl)-5-(2,2,2-trifluoroethyl)-1,3-oxazole-4-carboxamide FC1(C(CCC1)OC1=C(C=C(C=C1)NC(=O)C=1N=C(OC1CC(F)(F)F)N1CCCC1)O)F